OC(C=1CCN(CC1)C(=O)OC(C)(C)C)([2H])[2H] tert-butyl 4-(hydroxymethyl-d2)-3,6-dihydropyridine-1(2H)-carboxylate